FC(C(=O)O)(F)F.NCC(CC=1N(C(NN1)=O)C1=NC=C(C=C1F)Br)=C(F)F [2-(aminomethyl)-3,3-difluoro-allyl]-4-(5-bromo-3-fluoro-2-pyridinyl)-1,2,4-triazol-3-one trifluoroacetate salt